5-[(5-cyclopropyl-4-phenyl-imidazol-1-yl)methyl]-N-methyl-2-nitro-aniline C1(CC1)C1=C(N=CN1CC=1C=CC(=C(NC)C1)[N+](=O)[O-])C1=CC=CC=C1